N-(1-cyclohexylethyl)-4-(2H-tetrazol-5-yl)naphthalene-1-sulfonamide C1(CCCCC1)C(C)NS(=O)(=O)C1=CC=C(C2=CC=CC=C12)C=1N=NNN1